FC1(C(C(N(C1)C)=O)O)F 4,4-difluoro-3-hydroxy-1-methylpyrrolidin-2-one